CC1=CC=C(C=C1)C1=CC=CC=C1 4'-methyl[biphenyl]